N1C(=NC2=C1C=CC=C2)NC2=C(C=CC=C2)/C=C/C(=O)OC Methyl (E)-3-(2-((1H-benzo[d]imidazol-2-yl)amino)phenyl)acrylate